C[C@H](CN[C@@H]([C@H]1CNC2=C(N1)N=CC=C2)C2=CC=CC=C2)C=2C=C(C=CC2)[C@@H](C(=O)O)C (2S)-2-[3-[(1S)-1-methyl-2-[[(R)-phenyl-[(3R)-1,2,3,4-tetrahydropyrido[2,3-b]pyrazin-3-yl]methyl]amino]ethyl]phenyl]propanoic acid